FC=1C(=NC(=NC1)N[C@@H]1CC[C@H](CC1)NC(OC(C)(C)C)=O)C1=CC(=CC=C1)N1C(OCC1)=O trans-tert-butyl (4-((5-fluoro-4-(3-(2-oxooxazolidin-3-yl)phenyl)pyrimidin-2-yl)amino)cyclohexyl)carbamate